chloro-N-methyl-[1,1'-biphenyl]-2-carboxamide ClC1=C(C(=CC=C1)C1=CC=CC=C1)C(=O)NC